2-(3,6-diazabicyclo[3.1.1]heptan-3-yl)-7-(thiazol-2-yl)-4-((trifluoromethyl)sulfonyl)-benzo[d]oxazole C12CN(CC(N1)C2)C=2OC1=C(N2)C(=CC=C1C=1SC=CN1)S(=O)(=O)C(F)(F)F